acrylamidopropylacrylamide C(C=C)(=O)NCCCC(C(=O)N)=C